N1=C2C(=CC=C1OC1CCC3(CN(C3)C(=O)C3CC(C3)(C)O)CC1)CCC2 (7-((6,7-dihydro-5H-cyclopenta[b]pyridin-2-yl)oxy)-2-azaspiro[3.5]non-2-yl)((1s,3s)-3-hydroxy-3-methylcyclobutyl)methanone